N-octadecyl-2-ethyl-3-hydroxypyridin-4-one C(CCCCCCCCCCCCCCCCC)N1C(=C(C(C=C1)=O)O)CC